(S)-2-(4-(4-methyl-1-piperazinyl)phenylamino)-8-phenylamino-9-(3-pyrrolyl)-9H-purine CN1CCN(CC1)C1=CC=C(C=C1)NC1=NC=C2N=C(N(C2=N1)C1=CNC=C1)NC1=CC=CC=C1